BrC=1C(=C(SC1C)C(CC)=O)OC 1-(4-Bromo-3-methoxy-5-methylthiophen-2-yl)propan-1-one